2-trimethylsilylethyl 5-methyl-2-piperazin-1-yl-5,7-dihydropyrrolo[3,4-b]pyridine-6-carboxylate CC1N(CC2=NC(=CC=C21)N2CCNCC2)C(=O)OCC[Si](C)(C)C